N-(2-(2-hydroxyphenyl)-1-methyl-1H-pyrrolo[2,3-c]pyridin-5-yl)cyclopropanecarboxamide OC1=C(C=CC=C1)C1=CC=2C(=CN=C(C2)NC(=O)C2CC2)N1C